ClC=1C(=C2C=NNC2=CC1C)C=1C(=NN(C1C)C1CC2(CN(C2)C(C=C)=O)C1)N1C2(CCC2)CN(CC1)C1(COC1)C 1-(6-(4-(5-Chloro-6-methyl-1H-indazol-4-yl)-5-methyl-3-(8-(3-methyloxetan-3-yl)-5,8-diazaspiro[3.5]nonan-5-yl)-1H-pyrazol-1-yl)-2-azaspiro[3.3]heptan-2-yl)prop-2-en-1-one